N1CCC(CC1)CN1CCC(CC1)CN1CCCC1 1-((1-(piperidin-4-ylmethyl)piperidin-4-yl)methyl)pyrrolidine